17beta-(Acetylthio)estra-1,3,5(10)-trien-3-ol acetate C(C)(=O)OC1=CC=2CC[C@H]3[C@@H]4CC[C@@H]([C@@]4(C)CC[C@@H]3C2C=C1)SC(C)=O